S1C=C(C=C1)CCS(=O)(=O)O 3-thienyl-β-ethanesulfonic acid